CNC(CCN1C(CN(C2=CC=CC=C12)C1=CC=C(C=C1)C(F)(F)F)CNC(C=C)=O)=O N-((1-(3-(methylamino)-3-oxopropyl)-4-(4-(trifluoromethyl)phenyl)-1,2,3,4-tetrahydroquinoxalin-2-yl)methyl)acrylamide